ClC=1C(=C(C(=CC1)C#N)C1=CN=C(C(=N1)C(=O)NC=1C=NN(C1)[C@@H](C)C1=NC(=C(N=C1)N1C([C@@H]2C[C@@H]2C1)=O)C)C)F |o1:23| 6-(3-chloro-6-cyano-2-fluorophenyl)-3-methyl-N-(1-((S or R)-1-(6-methyl-5-((1R,5S)-2-oxo-3-azabicyclo[3.1.0]hex-3-yl)pyrazin-2-yl)ethyl)-1H-pyrazol-4-yl)pyrazine-2-carboxamide